C(C)C1=CN=C2N1C=C(C=N2)C=2C=CN1N=C(N=CC12)NC1CC(C1)O 3-((5-(3-ethylimidazo[1,2-a]pyrimidin-6-yl)pyrrolo[2,1-f][1,2,4]triazin-2-yl)amino)cyclobutan-1-ol